5-bromo-6-methoxybenzo[d]thiazol-2-amine BrC=1C(=CC2=C(N=C(S2)N)C1)OC